tert-butyl (S)-(5-bromo-2,3-dihydrobenzofuran-3-yl)carbamate BrC=1C=CC2=C([C@@H](CO2)NC(OC(C)(C)C)=O)C1